C(OCC=C)(=O)Cl prop-2-en-1-yl carbonochloridate